ClC1=C(NC2=CC=C(C=C12)F)C=O 3-CHLORO-5-FLUORO-1H-INDOLE-2-CARBALDEHYDE